CN(C=CC(=O)C1=C(C(=CC=C1)[N+](=O)[O-])OC)C 3-(dimethylamino)-1-(2-methoxy-3-nitrophenyl)prop-2-en-1-one